C(C)OC(=O)C1=C(N=C(N1)[C@H]1N(CCCC1)C(=O)[O-])C1=CC=C(C=C1)C(NC1=NC=C(C(=C1)C)F)=O (S)-2-(5-(ethoxycarbonyl)-4-(4-((5-fluoro-4-methylpyridin-2-yl)carbamoyl)phenyl)-1H-imidazol-2-yl)piperidine-1-carboxylate